4-(methyldisulfaneyl)phenol CSSC1=CC=C(C=C1)O